C(CCC)OC(=O)N1CC(C1)C1CCNCC1 butyl-3-(piperidin-4-yl)azetidine-1-carboxylate